ONC(=O)C=1C(C=C2N([C@@H](CC=3C=C(C(=NC23)OC)OCCCOC)C(C)C)C1)=O (S)-N-hydroxy-6-isopropyl-2-methoxy-3-(3-methoxypropoxy)-10-oxo-5,10-dihydro-6H-pyrido[1,2-h][1,7]naphthyridine-9-carboxamide